C(C)(C)(C)C1=CC=C(C=C1)S(=O)(=O)C 1-(tert-butyl)-4-(methylsulfonyl)benzene